ethyl ferulate (ethyl gallate) C(C)C1=C(C(=O)O)C=C(C(=C1O)O)O.C(\C=C\C1=CC(OC)=C(O)C=C1)(=O)OCC